ClC1=C2C(=CC(=CC2=CC=C1)O)C1=C(C=2N=C(N=C(C2C=N1)N1CCCCC1)OC[C@]12CCCN2C[C@@H](C1)F)F 5-chloro-4-[8-fluoro-2-{[(2R,7aS)-2-fluorotetrahydro-1H-pyrrolizin-7a(5H)-yl]methoxy}-4-(piperidin-1-yl)pyrido[4,3-d]pyrimidin-7-yl]naphthalen-2-ol